trans-tetrahydroisoquinoline hemi-sulfate S(=O)(=O)(O)O.C1NCCC2=CC=CC=C12.C1NCCC2=CC=CC=C12